C(C(=C)C)(=O)OC1OC(OC1)(CC)C 2-methyl-2-ethyl-1,3-dioxolan-4-yl methacrylate